C(C1=CC=CC=C1)OC1=NC(=CC=C1N1N(C2=CC(=CC=C2C1=O)C=1CCN(CC1)C(=O)OC(C)(C)C)C)OCC1=CC=CC=C1 tert-butyl 4-[2-(2,6-dibenzyloxy-3-pyridyl)-1-methyl-3-oxo-indazol-6-yl]-3,6-dihydro-2H-pyridine-1-carboxylate